FC1(CCN(CC1)S(=O)(=O)C=1C=C(C(=O)N2CC3(C4=CC(=CC=C24)NS(=O)(=O)C)CCC(CC3)C)C=CC1)F N-((1r,4r)-1'-(3-((4,4-difluoropiperidin-1-yl)sulfonyl)benzoyl)-4-methylspiro[cyclohexane-1,3'-indolin]-5'-yl)methanesulfonamide